tert-Butyl (1-((6-bromopyridin-2-yl)amino)-1-oxobutan-2-yl)(methyl)carbamate BrC1=CC=CC(=N1)NC(C(CC)N(C(OC(C)(C)C)=O)C)=O